ClC1=CC=C(C=C1)C(NC(CCC1=CC(=C(C=C1)OCC#C)OC)=O)C#N N-[(4-chlorophenyl)(cyano)methyl]-3-[3-methoxy-4-(prop-2-yn-1-oxy)phenyl]propanamide